N1N=CC2=CC(=CC=C12)/C(=C(\CC)/C1=CC=CC=C1)/C1=CC(=C(C=C1)/C=C/C(=O)O)Cl (E)-3-(4-((Z)-1-(1H-indazol-5-yl)-2-phenylbut-1-en-1-yl)-2-chlorophenyl)acrylic acid